tri(4-methyl-2-hexyl) citrate C(CC(O)(C(=O)OC(C)CC(CC)C)CC(=O)OC(C)CC(CC)C)(=O)OC(C)CC(CC)C